CC1C(C(CCC1)CC(=O)OC)=O methyl 2-(3-methyl-2-oxocyclohexyl)acetate